OC1CC(N(CC1)C1=CC=C(C(=O)NC2=CC(=CC=C2)C#CC2=NC=CC=C2)C=C1)=O 4-(4-HYDROXY-2-OXOPIPERIDIN-1-YL)-N-(3-(PYRIDIN-2-YLETHYNYL)PHENYL)BENZAMIDE